(E)-4-((tert-butoxycarbonyl)amino)-2-(4-methoxybenzylidene)-5-phenyl-valeric acid methyl ester COC(/C(/CC(CC1=CC=CC=C1)NC(=O)OC(C)(C)C)=C/C1=CC=C(C=C1)OC)=O